(E)-3-(3-(4-bromophenyl)-8-(t-butoxycarbonyl)-1,4,8-triazaspiro[4.5]dec-1,3-dien-2-yl)acrylic acid BrC1=CC=C(C=C1)C=1C(=NC2(N1)CCN(CC2)C(=O)OC(C)(C)C)/C=C/C(=O)O